tri(dimethyl-amino)silane CN(C)[SiH](N(C)C)N(C)C